ethyl 4-[tert-butyl(dimethyl)silyl]oxy-3-[[tert-butyl(dimethyl)silyl]oxymethyl]butanoate [Si](C)(C)(C(C)(C)C)OCC(CC(=O)OCC)CO[Si](C)(C)C(C)(C)C